bis(2-ethylmethyl)phthalate CCCOC(C=1C(C(=O)OCCC)=CC=CC1)=O